O[C@@H](CN(C[C@H](CCCCCCCCCC)O)CC=1C=NN(C1)CCO)CCCCCCCCCC (S)-1-(((R)-2-hydroxydodecyl)((1-(2-hydroxyethyl)-1H-pyrazol-4-yl)methyl)amino)dodecan-2-ol